C1(=CC=CC=C1)C(CS(=O)(=O)NP(O)(O)=O)C1=CC=CC=C1.O(C1=CC=CC=C1)C(CS(=O)(=O)NP(=O)(N)N)OC1=CC=CC=C1 diphenoxyethylsulfonylphosphoramide (diphenylethylsulfonylphosphoroamidate)